Benzyl((R)-1-(2-(3-amino-3-oxo-propyl)-2-((R)-2-chloro-2-fluoroacetyl)hydrazinyl)-3-cyclohexyl-1-oxo-propan-2-yl)carbamate C(C1=CC=CC=C1)OC(N[C@@H](C(=O)NN(C([C@H](F)Cl)=O)CCC(=O)N)CC1CCCCC1)=O